BrC1=C(C(=C(OC2CCN(CC2)C(=O)OC(C)(C)C)C=C1)F)F tert-butyl 4-(4-bromo-2,3-difluorophenoxy)piperidine-1-carboxylate